OC1CCC(CC1)CN1CCN(CC1)C(=O)OC(C)(C)C tert-butyl 4-(((1s,4s)-4-hydroxycyclohexyl)methyl)piperazine-1-carboxylate